2-phenyloxazol C1(=CC=CC=C1)C=1OC=CN1